2-(1-(4-fluorophenyl)cyclopropyl)ethan-1-amine FC1=CC=C(C=C1)C1(CC1)CCN